C(CC=C)C=1OCCN1 2-(3-butenyl)-2-oxazoline